N,N-dioctadecyl-methylammonium tetrakis(pentafluorophenyl)borate FC1=C(C(=C(C(=C1[B-](C1=C(C(=C(C(=C1F)F)F)F)F)(C1=C(C(=C(C(=C1F)F)F)F)F)C1=C(C(=C(C(=C1F)F)F)F)F)F)F)F)F.C(CCCCCCCCCCCCCCCCC)[NH+](CCCCCCCCCCCCCCCCCC)C